[Na].ClN1C(N(C(N(C1=O)Cl)=O)Cl)=O trichloroisocyanuric acid sodium